BrC=1C=C(C=CC1)C1(CS(C1)(=O)=O)CC1=NN=CN1C 3-(3-bromophenyl)-3-((4-methyl-4H-1,2,4-triazol-3-yl)-methyl)thietane 1,1-dioxide